4-(3-methoxy-2,6-dimethylphenyl)-8-(methylsulfonyl)-[1,2,4]triazolo[1',5':1,6]pyrido[2,3-d]pyrimidine COC=1C(=C(C(=CC1)C)C1=CC=2C(=NC(=NC2)S(=O)(=O)C)N2C1=NC=N2)C